(2S,4S)-4-aminopyrrolidine-1,2-dicarboxylic acid O1-benzyl O2-methyl ester, hydrochloride Cl.COC(=O)[C@H]1N(C[C@H](C1)N)C(=O)OCC1=CC=CC=C1